[N+](=O)([O-])C1=C(C=CC=C1)S(=O)(=O)N1CC(NCC1)C1=CC=C(C(=O)[O-])C=C1 4-(4-((2-nitrophenyl)sulfonyl)piperazin-2-yl)benzoate